CN(C(/C=C/CC[C@@H](C(NC=1C(N(C=CC1)CC1=C(C2=NC=C(C(=C2N1COCC[Si](C)(C)C)CC(C)C)F)C)=O)=O)NC([O-])=O)=O)C [(E,1S)-6-(dimethylamino)-1-[[1-[[6-fluoro-7-isobutyl-3-methyl-1-(2-trimethylsilylethoxymethyl)pyrrolo[3,2-b]pyridin-2-yl]methyl]-2-oxo-3-pyridyl]carbamoyl]-6-oxo-hex-4-enyl]carbamate